3'-thio-2',3'-dideoxycytidine C1[C@@H](O[C@@H](C1=S)CO)N2C=CC(=NC2=O)N